NCC(CN1N=CN(C1=O)C1=NC=C(C=C1C)C=1C=NC(=NC1)NCCOC)=C(F)F 2-[2-(aminomethyl)-3,3-difluoro-allyl]-4-[5-[2-(2-methoxyethylamino)pyrimidin-5-yl]-3-methyl-2-pyridinyl]-1,2,4-triazol-3-one